OC1=C(C(=CC=C1)C=CC1=CC=CC=C1)C(=N)N.[Au] gold (hydroxystilbenamidine)